NC1=NNC(C2=C1N(C=C2[C@H]2CN(CC2)C(\C=C\[C@@H]2N(CC2)CC)=O)C2=CC=C(C=C2)OC2=C(C=CC=C2)F)=O 7-amino-3-((S)-1-((E)-3-((R)-1-ethylazetidin-2-yl)acryloyl)pyrrolidin-3-yl)-1-(4-(2-fluorophenoxy)phenyl)-1,5-dihydro-4H-pyrrolo[2,3-d]pyridazin-4-one